FC(OC(C(OC(=C(F)F)F)(F)F)(F)F)(OC(F)(F)F)F 1-[2-[difluoro(trifluoromethoxy)methoxy]-1,1,2,2-tetrafluoroethoxy]-1,2,2-trifluoroethene